COC1=C(C=CC(=C1)[N+](=O)[O-])NC(C1=CC(=CC=C1)OC)=O N-(2-methoxy-4-nitrophenyl)-3-methoxybenzamide